(R)-3-(3-(2-bromothiazol-4-yl)phenyl)-3-hydroxy-1-methylpyrrolidin-2-one BrC=1SC=C(N1)C=1C=C(C=CC1)[C@]1(C(N(CC1)C)=O)O